2-(azepan-1-yl)pyrimido[4,5-d]pyridazin-5(6H)-one N1(CCCCCC1)C=1N=CC2=C(C=NNC2=O)N1